COC1=C2C=CC(OC2=CC(=C1)OCC=C(C)C)=O 5-methoxy-7-(3,3-dimethylallyloxy)-coumarin